(E)-2-(N-morpholinyl)-pyridin-4-amine N1(CCOCC1)C1=NC=CC(=C1)N